C(CCCC)C(CC(=O)O)C.C(C)(=O)O\C(\CC)=C/CC (Z)-3-hexen-3-yl acetate (Z)-3-pentylbutyrate